Nickel hydroxide [Ni](O)O